CP(C=1C(=CC=C2C(=CNC12)C1=NC(=NC=C1C(F)(F)F)N[C@@H]1C[C@H](CC1)NC(C)CCCN)C(=O)O)(=O)C 7-[dimethyl(oxo)-λ5-phosphoranyl]-3-(2-{[(1S,3S)-3-[(5-aminopent-2-yl)amino]cyclopentyl]amino}-5-(trifluoromethyl)pyrimidin-4-yl)-1H-indole-6-carboxylic acid